NC1CC2(C(N(CC3=CC=C(C=C23)Cl)CCO)=O)C1 3-amino-6'-chloro-2'-(2-hydroxyethyl)-1',2'-dihydro-3'H-spiro[cyclobutane-1,4'-isoquinolin]-3'-one